3-fluoro-5-formyl-4-hydroxy-N-methyl-N-(3-phenylbicyclo[1.1.1]pentan-1-yl)benzamide FC=1C=C(C(=O)N(C23CC(C2)(C3)C3=CC=CC=C3)C)C=C(C1O)C=O